(R)-3-(4-(5-chloro-2-((1-(tetrahydro-2H-pyran-4-yl)-1H-pyrazol-4-yl)amino)pyrimidin-4-yl)-1H-pyrazol-1-yl)-3-cyclopentylpropanenitrile ClC=1C(=NC(=NC1)NC=1C=NN(C1)C1CCOCC1)C=1C=NN(C1)[C@H](CC#N)C1CCCC1